C(C(C)(C)C)NN neo-Pentyl-hydrazine